C(CCC)C1=C2C=CC=CC2=C(C2=CC=CC=C12)OB(O)O (10-butylanthracen-9-yl)boric acid